N-(4-(((4aR,10bR)-4-propyl-3,4,4a,10b-tetrahydro-2H,5H-chromeno[4,3-b][1,4]oxazin-9-yl)oxy)butyl)-1H-pyrrolo[2,3-b]pyridine-2-carboxamide C(CC)N1[C@H]2[C@H](OCC1)C=1C=C(C=CC1OC2)OCCCCNC(=O)C2=CC=1C(=NC=CC1)N2